C(#N)C(CCC(=O)O)(C)SC(C1=CC=CC=C1)=S 4-cyano-4-(thiobenzoylsulfanyl)pentanoic acid